1,4-dimethylpentanediol CC(CCC(C)C)(O)O